(ethylenedinitrilo)-tetramethylenephosphonic acid C(CN(CP(=O)(O)O)CP(=O)(O)O)N(CP(=O)(O)O)CP(=O)(O)O